1-(4-((3-methoxybenzyl)(3-(4-methylpiperazin-1-yl)benzyl)amino)benzyl)piperazin-2-one COC=1C=C(CN(C2=CC=C(CN3C(CNCC3)=O)C=C2)CC2=CC(=CC=C2)N2CCN(CC2)C)C=CC1